S1C(=CC(=C1)C(=O)N)C(=O)N thiophene-2,4-dicarboxamide